FC1=C(C(=CC(=C1)Br)F)O.[Li] lithium 2,6-difluoro-4-bromophenol